Amino-2'-deoxycytidine-5'-triphosphate P(O)(=O)(OP(=O)(O)OP(=O)(O)O)OC[C@@H]1[C@H](C[C@@](O1)(N1C(=O)N=C(N)C=C1)N)O